C(C)(CC)OC(C)(CC)[O-] sec-butoxy(sec-butanolate)